NC=1CN(ON1)C=1C=NC=CC1C(N)=O 4-amino-N-(4-carbamoylpyridin-3-yl)-1,2,5-oxadiazole